C(CC)NC(=O)NCCCCCCCCCC N-propyl-N'-decyl-urea